1-(4-(hydroxymethyl)phenyl)ethan-1-ol OCC1=CC=C(C=C1)C(C)O